2-chloro-1,3-dimethylimidazolium phosphate P(=O)([O-])([O-])[O-].ClC=1N(C=C[N+]1C)C.ClC=1N(C=C[N+]1C)C.ClC=1N(C=C[N+]1C)C